16β-methyl-pregna-1,4-dien-11-one C[C@@H]1[C@H](CC)[C@]2(CC([C@@H]3[C@]4(C=CCC=C4CC[C@H]3[C@@H]2C1)C)=O)C